tert-butyl (3S)-3-([8-carbamoyl-6-[4-(1-hydroxycyclopropyl) phenyl] pyrido[3,2-d]pyrimidin-4-yl]amino)piperidine-1-carboxylate C(N)(=O)C1=CC(=NC2=C1N=CN=C2N[C@@H]2CN(CCC2)C(=O)OC(C)(C)C)C2=CC=C(C=C2)C2(CC2)O